C1COCCN1SC2=NC3=CC=CC=C3S2 2-(4-morpholinothio)benzothiazole